6-(3-(4-methoxybenzyl)ureido)-N-methyl-N-phenylspiro[3.3]heptane-2-carboxamide COC1=CC=C(CNC(NC2CC3(CC(C3)C(=O)N(C3=CC=CC=C3)C)C2)=O)C=C1